(5S)-8-chloro-N-methyl-1-[trans-4-(pyridin-2-yloxy)cyclohexyl]-5,6-dihydro-4H-[1,2,4]triazolo[4,3-a][1]benzazepine-5-amine ClC=1C=CC2=C(C[C@@H](CC=3N2C(=NN3)[C@@H]3CC[C@H](CC3)OC3=NC=CC=C3)NC)C1